C(C)C=1OC2=C(C1C(=O)C1=CC(=C(C(=C1)I)O)I)C=CC(=C2)C (2-Ethyl-6-methylbenzofuran-3-yl)(4-hydroxy-3,5-diiodophenyl)methanone